bis-(methyldiphenylphosphine) iridium (I) hexafluorophosphate F[P-](F)(F)(F)(F)F.[Ir+].CP(C1=CC=CC=C1)C1=CC=CC=C1.CP(C1=CC=CC=C1)C1=CC=CC=C1